ClC1=C(N=C(NC1=O)C=1C=NNC1C(F)(F)F)N1C(CNCC1)(C)C 5-chloro-4-(2,2-dimethylpiperazin-1-yl)-2-[5-(trifluoromethyl)-1H-pyrazol-4-yl]-1H-pyrimidin-6-one